(S)-7-(8-methylnaphthalen-1-yl)-2-((1-methylpyrrolidin-2-yl)methoxy)-4-(4-(4,4,5,5-tetramethyl-1,3,2-dioxaborolan-2-yl)piperidin-1-yl)-5,6,7,8-tetrahydropyrido[3,4-d]Pyrimidine CC=1C=CC=C2C=CC=C(C12)N1CC=2N=C(N=C(C2CC1)N1CCC(CC1)B1OC(C(O1)(C)C)(C)C)OC[C@H]1N(CCC1)C